S(N)(=O)(=O)C1=NC=CC(=C1)NC(C1=CN=CC(=C1)C(F)(F)F)=O N-(2-sulfamoylpyridin-4-yl)-5-(trifluoro-methyl)nicotinamide